(S)-4-(4-Isopropoxybenzyl)-3-(1H-benzo[d]imidazol-5-yl)oxazolidin-2-on C(C)(C)OC1=CC=C(C[C@@H]2N(C(OC2)=O)C2=CC3=C(NC=N3)C=C2)C=C1